ClC1=C(C(=CC=C1Cl)O)[C@H]1C[C@@H]2N(C(OC2C(C)(C)O)=O)C1 (6R,7aS)-6-(2,3-dichloro-6-hydroxyphenyl)-1-(2-hydroxypropan-2-yl)tetrahydro-1H,3H-pyrrolo[1,2-c]oxazol-3-one